pentoxyhexanol C(CCCC)OC(CCCCC)O